FC(C(\C=C\OC)=O)(F)F (E)-1,1,1-trifluoro-4-methoxybut-3-en-2-one